ClCCC(=C(C1=CC=CC=C1)C1=CC=C(OCCN2CCC(CC2)CN2C(C(N(C(C2([2H])[2H])([2H])[2H])C2=C(C(=C3C(N(C(C3=C2)=O)C2C(NC(CC2)=O)=O)=O)F)F)([2H])[2H])([2H])[2H])C=C1)C1=CC=CC=C1 6-(4-((1-(2-(4-(4-chloro-1,2-diphenylbut-1-en-1-yl)phenoxy)ethyl)piperidin-4-yl)Methyl)piperazin-1-yl-2,2,3,3,5,5,6,6-d8)-2-(2,6-dioxopiperidin-3-yl)-4,5-difluoroisoindoline-1,3-dione